5-Cyanonorbornen C(#N)C1C2C=CC(C1)C2